indan-1,3-dione C1(CC(C2=CC=CC=C12)=O)=O